CNC=1NC(C=2N=CN([C@H]3C[C@H](O)[C@@H](CO)O3)C2N1)=O N2-Methyl-2'-deoxyguanosine